FC1=C2C(NC(=NC2=CC(=C1)OCC1CC(C1)(C)O)CSC1CCOCC1)=O 5-Fluoro-7-(((trans)-3-hydroxy-3-methylcyclobutyl)methoxy)-2-(((tetrahydro-2H-pyran-4-yl)thio)methyl)quinazolin-4(3H)-one